3-ISOBUTOXYPHENYLBORONIC ACID C(C(C)C)OC=1C=C(C=CC1)B(O)O